COCCN 2-methoxy-ethylamine